(S)-N-(1-(2-Fluoro-4-methylphenyl)ethyl)-2-(1,3,7-trimethyl-4-oxo-1,4-dihydro-5H-pyrazolo[3,4-d]pyridazin-5-yl)acetamid FC1=C(C=CC(=C1)C)[C@H](C)NC(CN1N=C(C2=C(C1=O)C(=NN2C)C)C)=O